FC(C1=NC(=NO1)C1=CC=C(CNC=2C=C(C=CC2)CO)C=C1)(F)F [3-({4-[5-(trifluoromethyl)-1,2,4-oxadiazol-3-yl]benzyl}amino)phenyl]methanol